Cl.ClC1=CC(=C2C(=N1)C(=C(S2)C[C@@H](N)C(=O)NC2=CC=C(C=C2)C#N)C)NCC=2OC=CC2 3-(5-chloro-7-{[(furan-2-yl)methyl]amino}-3-methylthieno[3,2-b]pyridin-2-yl)-N-(4-cyanophenyl)-D-alaninamide hydrochloride